C(C(=C)C)(=O)OC(CC(CC)C)OC(C(=C)C)=O 3-Methylpentanediol Dimethacrylate